NC(C(C)(C)NC(=O)C=1C=C2C(=NC1)C(=CN2C2=NC=C(C=N2)F)C2=CC(=CC=C2)OC(F)F)=O N-(1-amino-2-methyl-1-oxopropan-2-yl)-3-(3-(difluoromethoxy)phenyl)-1-(5-fluoropyrimidin-2-yl)-1H-pyrrolo[3,2-b]pyridine-6-carboxamide